Cl.O1C[C@H](CC1)OC1=NC(=NC=C1C(F)(F)F)NC1CCN(CC1)S(=O)(=O)C1=CC=C(C=C1)C=1CCNCC1 (S)-4-((tetrahydrofuran-3-yl)oxy)-N-(1-((4-(1,2,3,6-Tetrahydropyridin-4-yl)phenyl)sulfonyl)piperidin-4-yl)-5-(trifluoromethyl)pyrimidin-2-amine hydrochloride